5-(8-bromoindolizine-3-carbonyl)-2-((4-methoxybenzyl)amino)benzonitrile BrC1=CC=CN2C(=CC=C12)C(=O)C=1C=CC(=C(C#N)C1)NCC1=CC=C(C=C1)OC